CN(S(=O)(=O)C1=CC=C(C=C1)B1OC(C(O1)(C)C)(C)C)C N,N-Dimethyl-4-(4,4,5,5-Tetramethyl-1,3,2-Dioxaborolan-2-Yl)Benzenesulfonamide